NCCC(=O)N[C@@H](CC1=CNC=N1)C(=O)O β-alanyl-L-histidine